C1(CC1)S(=O)(=O)C1=CC=C(O1)C(=O)O 5-cyclopropylsulfonylfuran-2-carboxylic acid